(hydroxymethyl)phosphonium formate C(=O)[O-].OC[PH3+]